C(C)OC(=O)C=1C(=C2N(C(C(N(C2=CC1)C)=O)=O)C)NC(=O)OC(C)(C)C ((tert-butoxycarbonyl)amino)-1,4-dimethyl-2,3-dioxo-1,2,3,4-tetrahydroquinoxaline-6-carboxylic acid ethyl ester